FC1=NC=CC(=N1)NCCC(=O)NC=1C=NN(C1)CC(=O)N(CCOC1=NOC(=C1)C)C 3-((2-fluoropyrimidin-4-yl)amino)-N-(1-(2-(methyl(2-((5-methylisoxazol-3-yl)oxy)ethyl)amino)-2-oxoethyl)-1H-pyrazol-4-yl)propanamide